C(C)OC(CCCN(C(OCC1=CC=CC=C1)=O)CCC1=CC(=CC=C1)OC1=CC=CC=C1)OCC benzyl (4,4-diethoxybutyl)(3-phenoxyphenethyl)carbamate